Tert-butyl dodecane-10-carboxylate CCCCCCCCCC(CC)C(=O)OC(C)(C)C